COCCS(=O)(=O)C1=CC=C(C=C1)O 4-(2-methoxyethylsulfonyl)phenol